1-(3-fluorophenyl)pentane-1-ol FC=1C=C(C=CC1)C(CCCC)O